2-(2-(1-Iodo-2-methylpropoxy)-2-oxoethyl)phenyl propionate C(CC)(=O)OC1=C(C=CC=C1)CC(=O)OC(C(C)C)I